4-methoxyphenyl-1,3,5-triazine COC1=CC=C(C=C1)C1=NC=NC=N1